ClC1=C(C=CC=C1)CC(=O)NC=1C=C(C2=CN(N=C2C1)C(F)F)S(N)(=O)=O 2-(2-chlorophenyl)-N-(2-(difluoromethyl)-4-sulfamoyl-2H-indazol-6-yl)acetamide